C[Si](N1C=CN(C=C1)[Si](C)(C)C)(C)C 1,4-bis(trimethylsilyl)-1,4-dihydropyrazine